C1=CC=CC=2C3=CC=CC=C3C(C12)COC(=O)N1CCN(CC1)CCC1CCC2(CCN(CC2)C(C2=CC(=C(C=C2)Cl)N2C(NC(CC2)=O)=O)=O)CC1 4-(2-(3-(4-Chloro-3-(2,4-dioxotetrahydropyrimidin-1(2H)-yl)benzoyl)-3-azaspiro[5.5]undecane-9-yl)ethyl)piperazine-1-carboxylic acid (9H-fluoren-9-yl)methyl ester